4-(pentadecan-3-yl)oxazol-2(3H)-one CCC(CCCCCCCCCCCC)C=1NC(OC1)=O